COC(=O)C=1N(C=C(C1)C1=NC(=NC=C1Cl)NC1CCOCC1)CCN 1-(2-aminoethyl)-4-(5-chloro-2-((tetrahydro-2H-pyran-4-yl)amino)pyrimidin-4-yl)-1H-pyrrole-2-carboxylic acid methyl ester